CC1=CCC(C(=C1)C)=N 4,6-dimethylbenzenimine